COC(C1=C(C=C(C=C1)OCCCCOC(C=C)=O)C1=CC=C(C=C1)C1=C(C(=O)[O-])C=CC(=C1)OCCCCOC(C=C)=O)=O methyl-1,4-phenylenebis(4-(4-(acryloyloxy) butoxy) benzoate)